N(=[N+]=[N-])CCN1C(C(C2=CC=CC=C12)=O)=O 1-(2-azidoethyl)indole-2,3-dione